3-Z-[1-(4-(piperidin-1-yl-methyl)-anilino)-1-propyl-methylene]-6-carbamoyl-2-indolinone N1(CCCCC1)CC1=CC=C(N\C(\CCC)=C\2/C(NC3=CC(=CC=C23)C(N)=O)=O)C=C1